ClC1=C(C=CC(=C1)[N+](=O)[O-])N(C(OC(C)(C)C)=O)C1CCC1 tert-butyl (2-chloro-4-nitrophenyl)(cyclobutyl)carbamate